O=C1NC(CCC1N1C(C2=CC=CC(=C2C1=O)NCCOCCOCCOCCOCCOCCOCCOCCOCCC(=O)O)=O)=O 3-[2-[2-[2-[2-[2-[2-[2-[2-[[2-(2,6-dioxo-3-piperidyl)-1,3-dioxo-isoindolin-4-yl]amino]ethoxy]ethoxy]ethoxy]ethoxy]ethoxy]ethoxy]ethoxy]ethoxy]propanic acid